1-(4-fluorophenyl)-6-cyclopropyl-2-oxo-1,2-dihydropyridine-3-carboxylic acid FC1=CC=C(C=C1)N1C(C(=CC=C1C1CC1)C(=O)O)=O